1-methyl-3-vinylbenzene CC1=CC(=CC=C1)C=C